(S)-N-(4-amino-6-methyl-5-(quinolin-3-yl)-8,9-dihydropyrimido[5,4-b]indolizin-8-yl)acrylamide NC1=NC=NC2=C1C(=C1C(=C[C@@H](CN21)NC(C=C)=O)C)C=2C=NC1=CC=CC=C1C2